C(CCCCCCCCCCC)NC(=O)CCN(C(C(=O)N)C)CCN(CCNCCC(NCCCCCCCCCCCC)=O)CCC(NCCCCCCCCCCCC)=O 2-[(2-dodecylcarbamoyl-ethyl)-2-{(2-dodecylcarbamoyl-ethyl)-[2-(2-dodecylcarbamoyl-ethylamino)-ethyl]-amino}-ethylamino]propanamide